[K].C(#N)CN1CC(CCC1)S(=O)(=O)NC(NC1=C2CCCC2=CC=2CCCC12)=O 1-(Cyanomethyl)-N-((1,2,3,5,6,7-hexahydro-s-indacen-4-yl)carbamoyl)piperidine-3-sulfonamide, Potassium Salt